C(#N)C1=C2C[C@H](CNC2=CC=C1)[C@@H](C1=CC=CC=C1)NC[C@H](C)C=1C=C(C=CC1)[C@H](C(=O)O)C |&1:21,29| (R and S)-2-(3-((R and S)-1-(((S)-((R)-5-cyano-1,2,3,4-tetrahydroquinolin-3-yl)(phenyl)methyl)amino)propan-2-yl)phenyl)propanoic acid